1-methyl-3-({[(2-methylpyridin-4-yl)methyl][1-(pyridin-3-yl)piperidin-3-yl]amino}methyl)-1,4-dihydroquinolin-4-one CN1C=C(C(C2=CC=CC=C12)=O)CN(C1CN(CCC1)C=1C=NC=CC1)CC1=CC(=NC=C1)C